FC1([C@]2(C([C@](N(C1)CC2)(COC)CO)=O)C)F (1R,2R,4R)-5,5-difluoro-2-(hydroxymethyl)-2-(methoxymethyl)-4-methylquinuclidin-3-one